C[Si]1(CCC(CC1)NC(=O)C1=CC=2C(=NC(=C(C2F)C)C)N1)C N-(1,1-dimethylsilacyclohexan-4-yl)-4-fluoro-5,6-dimethyl-1H-pyrrolo[2,3-b]pyridine-2-carboxamide